4-(2-benzyloxy-6-bromo-phenyl)but-3-yn-1-ol C(C1=CC=CC=C1)OC1=C(C(=CC=C1)Br)C#CCCO